ClC=1C=C2C(=NC1)N(N=C2)C 5-chloro-1-methyl-1H-pyrazolo[3,4-b]pyridine